(5S)-8-chloro-N,N-dimethyl-1-[trans-4-(pyridin-2-yloxy)cyclohexyl]-5,6-dihydro-4H-[1,2,4]triazolo[4,3-a][1]benzazepin-5-amine ClC=1C=CC2=C(C[C@@H](CC=3N2C(=NN3)[C@@H]3CC[C@H](CC3)OC3=NC=CC=C3)N(C)C)C1